FC1=CC=C(C=C1)C1=[N+](C=CC=C1)[O-] 2-(4-fluorophenyl)pyridine 1-oxide